8'-fluoro-3H-spiro[imidazo[1,2-a]pyridine-2,4'-thiochroman]-6-carbonitrile FC=1C=CC=C2C3(CCSC12)N=C1N(C=C(C=C1)C#N)C3